2-nitrobenzene-1,4-dicarboxylic acid [N+](=O)([O-])C1=C(C=CC(=C1)C(=O)O)C(=O)O